2,6-dibromo-3,5-difluoro-4-methoxymethylbenzyl (1R)-trans-3-(1-propenyl)-2,2-dimethylcyclopropanecarboxylate C(=CC)[C@H]1C([C@@H]1C(=O)OCC1=C(C(=C(C(=C1Br)F)COC)F)Br)(C)C